ClC1=C(C=CC(=C1)F)C1=CC=NC2=CC(=CC=C12)O[C@@H](C(=O)N1CCCCC1)C (2R)-2-[[4-(2-chloro-4-fluoro-phenyl)-7-quinolyl]oxy]-1-(1-piperidyl)propan-1-one